4-(3-cyano-2-(4-phenoxyphenyl)[2-14C]Pyrazolo[1,5-a]Pyrimidin-7-yl)piperidine-1-carboxylic acid tert-butyl ester C(C)(C)(C)OC(=O)N1CCC(CC1)C1=CC=NC=2N1N=[14C](C2C#N)C2=CC=C(C=C2)OC2=CC=CC=C2